NC1=C(C=C(C2=CC=CC=C12)S(=O)(=O)O)N=NC=1C=NC(=CC1)C1=C(C=CC=C1)OC(C)C 4-amino-3-[6-(2-isopropoxyphenyl)pyridin-3-ylazo]naphthalene-1-sulfonic acid